methyl 4-amino-1-(2,6-dichloro-4-methoxyphenyl)-6-oxo-1,6-dihydropyrimidine-5-carboxylate NC=1N=CN(C(C1C(=O)OC)=O)C1=C(C=C(C=C1Cl)OC)Cl